1-(3-Bromo-2-hydroxyphenyl)ethane-1-one BrC=1C(=C(C=CC1)C(C)=O)O